S(N)(=O)(=O)C1=NC=CC(=C1)C1=C(C(=NC=C1C(F)(F)F)N1CCC(CC1)C(F)(F)F)C(=O)N (2-sulfamoyl-4-pyridyl)-5-(trifluoromethyl)-2-[4-(trifluoromethyl)-1-piperidinyl]pyridine-3-carboxamide